C(C1=CC=CC=C1)OC([C@@H](CCC(=O)O)NC([C@H](C(C)(C)C)NC(C(C)(C)C1=CC=C(C=C1)Cl)=O)=O)=O (R)-5-(benzyloxy)-4-((S)-2-(2-(4-chlorophenyl)-2-methylpropanamido)-3,3-dimethylbutanamido)-5-oxopentanoic acid